BrC1=CC=C(C(=C1)NC1CCC(CC1)(F)F)N 5-Bromo-N1-(4,4-difluorocyclohexyl)benzene-1,2-diamine